P(=O)(OCCCCCCCCCCCCCCCCCC)(OCCCCCCCCCCCCCCCCCC)OCCCCCCCCCCCCCCCCCC tristearyl phosphate